(R/S)-3-(4-(6-isopropyl-1H-pyrrolo[2,3-b]pyridin-4-yl)piperazin-2-yl)imidazo[1,2-a]pyridine C(C)(C)C1=CC(=C2C(=N1)NC=C2)N2C[C@@H](NCC2)C2=CN=C1N2C=CC=C1 |r|